C(CCCCCCCCCCC)OCCC(=O)N(C)C beta-lauryloxy-N,N-dimethylpropionamide